C(CCCCCCCCCCC)(=O)OCCCCCCCCCCCCCCCCCCCCCCCCC pentacosyl laurate